bromo-2-[2-(2-chloroethoxy)ethoxy]pyrimidine BrC1=NC(=NC=C1)OCCOCCCl